COC1=CC=C(C=C1)N(C2=CC=C(C=C2)C3=CC=C(C=C3)N(C4=CC=C(C=C4)OC)C5=CC=C(C=C5)OC)C6=CC=C(C=C6)OC N,N,N',N'-Tetrakis(4-methoxyphenyl)benzidine